4-amino-8-(5-aminopentyl)-2-butyl-1H-imidazo[4,5-c]quinolin NC1=NC=2C=CC(=CC2C2=C1N=C(N2)CCCC)CCCCCN